NCCCCCC(=O)N[C@@H](C(C)C)C(=O)O 6-aminocaproyl-valine